7-Heptacosene CCCCCCC=CCCCCCCCCCCCCCCCCCCC